C(C1=CC=CC=C1)(C1=CC=CC=C1)=NC=1C=NN2C1C=C(C=C2)C#N 3-(benzhydrylideneamino)pyrazolo[1,5-a]pyridine-5-carbonitrile